ClC=1C(=C(C=CC1)CNC(CNC1C(C1)(C)C)=O)F N-(3-chloro-2-fluorophenylmethyl)-2-((2,2-dimethylcyclopropyl)amino)acetamide